CC1=NC=2N(C(=C1)C)N=CC2C(=O)NC2=CC=C(C=C2)C=2N=CSC2 5,7-Dimethyl-N-(4-(Thiazol-4-Yl)Phenyl)Pyrazolo[1,5-A]Pyrimidine-3-Carboxamide